5-bromo-2-methyl-3H-2λ6-benzo[c][1,2]thiazol-2-one BrC1=CC2=C(N=S(C2)(=O)C)C=C1